C(C)N(C1=CC(=C2C(=N1)C=C(S2)C2=CC=NN2)NCCCO)CC 3-(5-(diethylamino)-2-(1H-pyrazol-5-yl)thieno[3,2-b]pyridin-7-ylamino)-1-propanol